1-((3ar,5r,6ar)-6-(benzyloxy)-2,2-dimethyl-6-vinyltetrahydrofurano[2,3-d][1,3]dioxol-5-yl)ethane-1,2-diol C(C1=CC=CC=C1)OC1([C@H](O[C@@H]2OC(O[C@@H]21)(C)C)C(CO)O)C=C